1-eicosanoyl-2-pentadecanoyl-glycero-3-phosphocholine C(CCCCCCCCCCCCCCCCCCC)(=O)OCC(OC(CCCCCCCCCCCCCC)=O)COP(=O)([O-])OCC[N+](C)(C)C